C(CCCCCCCC(=O)[O-])(=O)OCC(COC(CCCCCCCC(=O)[O-])=O)OCCCCC(CCCCCCCC)OC(NCCN(C)CC)=O O1-(2-((5-(((2-(ethyl (methyl) amino) ethyl) carbamoyl) oxy) tridecyl) oxy) propane-1,3-diyl) bis(azelate)